COC(C1=C(N=C(C=C1)Cl)CCCO[Si](C)(C)C(C)(C)C)=O (3-(tert-butyldimethylsilyloxy)propyl)-6-chloronicotinic acid methyl ester